(4-Methoxyphenyl)-[4-(3-phenylpropyl)-piperazin-1-yl]methanon COC1=CC=C(C=C1)C(=O)N1CCN(CC1)CCCC1=CC=CC=C1